2-(6-{5-chloro-2-[(oxacyclohex-4-yl)amino]pyrimidin-4-yl}-1-oxo-2,3-dihydro-1H-isoindol-2-yl)-N-[1-(3,4-difluorophenyl)ethyl]acetamide ClC=1C(=NC(=NC1)NC1CCOCC1)C1=CC=C2CN(C(C2=C1)=O)CC(=O)NC(C)C1=CC(=C(C=C1)F)F